C12CC(CC2C1)N1N=C(C=2C1=NC=NC2N)I 1-(3-bicyclo[3.1.0]hexanyl)-3-iodo-pyrazolo[3,4-D]pyrimidin-4-amine